C12CN(CC(CC1)N2)C2=C1N(C(=NC1=NC(=N2)OC[C@]21CCCN1C[C@@H](C2)F)OC2=CC(=CC1=CC=C(C(=C21)C#C)F)O)C2COCCC2 4-({6-(3,8-Diazabicyclo[3.2.1]octan-3-yl)-2-{[(2R,7aS)-2-fluorotetrahydro-1H-pyrrolizin-7a(5H)-yl]methoxy}-7-[oxan-3-yl]-7H-purin-8-yl}oxy)-5-ethynyl-6-fluoronaphthalen-2-ol